BrC1=CC=C(C=C1)N1N=CC(=N1)C 2-(4-bromophenyl)-4-methyl-1,2,3-triazole